FC=1C=CC(=C(C(=O)NCC2=CC=C(C(=O)O)C=C2)C1)OC 4-((5-fluoro-2-methoxybenzamido)methyl)benzoic acid